1,2,5,6-tetra-O-acetyl-3,4-di-O-methyl-D-mannitol C(C)(=O)OC[C@@H](OC(C)=O)[C@@H](OC)[C@H](OC)[C@H](OC(C)=O)COC(C)=O